dimethyl-1,2-butanediol CC(C(CC)O)(O)C